NCC(CN(C)CCO)O 1-amino-3-((2-hydroxyethyl)(methyl)amino)propan-2-ol